3-iodo-1-((2-(trimethylsilyl)ethoxy)methyl)-1H-pyrazole-5-carboxylic acid ethyl ester C(C)OC(=O)C1=CC(=NN1COCC[Si](C)(C)C)I